8-(4-(difluoromethoxy)phenyl)-6-(1,2-dimethyl-1H-benzo[d]imidazol-6-yl)-2-ethoxypyrido[2,3-d]pyrimidin-7(8H)-one FC(OC1=CC=C(C=C1)N1C(C(=CC2=C1N=C(N=C2)OCC)C=2C=CC1=C(N(C(=N1)C)C)C2)=O)F